tert-butyl-1,8-dioxa-4,11-diazaspiro[5.6]dodecane C(C)(C)(C)C1OC2(CNC1)COCCNC2